(S)-2-methylpropan-2-sulfinamide CC(C)(C)[S@](=O)N